triethoxychloroethane C(C)OC(CCl)(OCC)OCC